4-amino-6-chloro-7-(1-methylcyclopropyl)-7H-pyrrolo[2,3-d]pyrimidine-5-carboxylic acid methyl ester COC(=O)C1=C(N(C=2N=CN=C(C21)N)C2(CC2)C)Cl